rac-(trans)-2,2-difluoro-3-vinylcyclopropane-1-carboxylic acid FC1([C@H]([C@@H]1C=C)C(=O)O)F